2-(2,6-dioxopiperidin-3-yl)-1-oxo-N-((S)-3,3,3-trifluoro-1-(4-fluorophenyl)propyl)isoindoline-5-carboxamide O=C1NC(CCC1N1C(C2=CC=C(C=C2C1)C(=O)N[C@@H](CC(F)(F)F)C1=CC=C(C=C1)F)=O)=O